Triethoxysilylcyclopentan C(C)O[Si](OCC)(OCC)C1CCCC1